TMS-trimethylsilane [Si](C)(C)(C)[Si](C)(C)C